C(CCC)N(C1CCCCN2CCCN=C12)CCCC 6-dibutylamino-1,8-diazabicyclo[5.4.0]undec-7-en